N-((2S)-bicyclo[2.2.1]hept-5-ene-2-yl)-4-methoxybenzamide C12[C@H](CC(C=C1)C2)NC(C2=CC=C(C=C2)OC)=O